N(=[N+]=[N-])[C@H]1[C@H](O[C@@H]([C@H]([C@@H]1OCC1=CC=CC=C1)OCC1=CC=CC=C1)CO)[C@@H](C(=O)OC)C Methyl (2S)-2-(2-azido-3,4-di-O-benzyl-2-deoxy-α-D-glucopyranosyl)propanoate